C[N+]1=CC=C(C=C1)C 1,4-dimethyl-pyridinium